C(C=CCCCCCCCCCC)#N Tridec-2-ennitril